1-(2-methoxyethyl)-1H-imidazole-5-carbaldehyde COCCN1C=NC=C1C=O